BrC1=CC=C(C=C1)[C@]12[C@](C3=C(C=NC=C3OC)O1)([C@H]([C@@H]([C@H]2C2=CC=CC=C2)CO)CN2CCN(CC2)C)O |r| rac-(4bR,5R,6R,7S,7aR)-7a-(4-bromophenyl)-6-(hydroxymethyl)-4-methoxy-5-((4-methylpiperazin-1-yl)methyl)-7-phenyl-5,6,7,7a-tetrahydro-4bH-cyclopenta[4,5]furo[2,3-c]pyridin-4b-ol